C(C)(C)(C)OC(=O)N1CC=2N(CC1)C=C(N2)C(=O)O 7-(tert-butoxycarbonyl)-5,6,7,8-tetrahydroimidazo[1,2-a]Pyrazine-2-carboxylic acid